oxobut-3-en-2-yl-5-[2-chloro-4-(trifluoromethyl)phenoxy]-2-nitrobenzoate O=C=CC(C)OC(C1=C(C=CC(=C1)OC1=C(C=C(C=C1)C(F)(F)F)Cl)[N+](=O)[O-])=O